CbzCarboxylic acid benzyl ester C(C1=CC=CC=C1)OC(=O)C(=O)OCC1=CC=CC=C1